3-fluoro-5-(2-(3-fluoroazetidin-1-yl)ethyl)-2-oxopyridin FC=1C(NC=C(C1)CCN1CC(C1)F)=O